B(O)(O)O.B(O)O.B(O)O bisboronic acid borate